COC1=CC(=C(C=N1)C1(C(C=CC=C1)N)N)C 1-(6-methoxy-4-methylpyridin-3-yl)benzene-1,2-diamine